ClC1=CC(=C(C=C1N1N=NN=C1)NS(=O)(=O)C=1C=C(C(=O)O)C=CC1C1CC1)C1=NC=CC=C1 3-(N-(4-chloro-2-(pyridin-2-yl)-5-(tetrazol-1-yl)phenyl)sulfamoyl)-4-cyclopropylbenzoic Acid